di-allyl peroxydicarbonate C(=O)(OCC=C)OOC(=O)OCC=C